pyrrolidinohexane N1(CCCC1)CCCCCC